imidazo[1,2-a]pyridine-7-carbaldehyde N=1C=CN2C1C=C(C=C2)C=O